4-(4-(3-((2,6-dioxopiperidin-3-yl)amino)phenyl)piperidine-1-carbonyl)piperidin O=C1NC(CCC1NC=1C=C(C=CC1)C1CCN(CC1)C(=O)C1CCNCC1)=O